Cl.N[C@@H]1CN(CC[C@@H]1C(=O)N)C(=O)C1=CC2=C(N(C(=N2)C=2N(C3=CC=CC=C3C2)CC)C)C=C1 |r| (+/-)-cis-3-amino-1-(2-(1-ethyl-1H-indol-2-yl)-1-methyl-1H-benzo[d]imidazole-5-carbonyl)piperidine-4-carboxamide hydrochloride salt